1-(benzo[d][1,3]dioxol-5-yl-2,2-d2)ethan-1-one tert-butyl-2-((3-(4-cyclopentylbenzyl)-1,2,4-oxadiazol-5-yl)methyl)acrylate C(C)(C)(C)OC(C(=C)CC1=NC(=NO1)CC1=CC=C(C=C1)C1CCCC1)=O.O1C(OC2=C1C=CC(=C2)C(C)=O)([2H])[2H]